isobutyltrichlorotitanium C(C(C)C)[Ti](Cl)(Cl)Cl